3,4-bipyridazin-4(3H)-one N1=NC(C(C=C1)=O)C1=CN=NC=C1